FC1=C(C(=C(C(=C1F)F)F)F)N=NC1=CC=C(N)C=C1 4-[(perfluorophenyl)diazenyl]aniline